ClC1=CC(=C(N=N1)OC)C(CC(F)F)N1N=C(C(=C1)N)F 1-[1-(6-chloro-3-methoxy-pyridazin-4-yl)-3,3-difluoro-propyl]-3-fluoro-pyrazol-4-amine